2-fluoro-6-[(2-methoxybenzyl)amino]-9-(oxetan-2-yl)-9H-purine FC1=NC(=C2N=CN(C2=N1)C1OCC1)NCC1=C(C=CC=C1)OC